[Si](C)(C)(C(C)(C)C)O[C@@H](COC1=NC=C(C=N1)NC(O[C@@H](COC1=C(C=C2C(=N1)SC(=N2)C2=C1N=CC(=NC1=CC(=C2)C)OCC)F)C)=O)C (R)-1-((2-(2-ethoxy-7-methylquinoxalin-5-yl)-6-fluorothiazolo[5,4-b]pyridin-5-yl)oxy)propan-2-yl (2-((R)-2-((tert-butyldimethylsilyl)oxy)propoxy) pyrimidin-5-yl)carbamate